BrC=1C=C(C=C(C1)Cl)C1(CC1)C(=O)O 1-(3-bromo-5-chloro-phenyl)cyclopropanecarboxylic acid